tertbutyl 4-fluoro-4-[(6-hydroxy-4-oxo-quinazolin-3-yl)methyl]piperidine-1-carboxylate FC1(CCN(CC1)C(=O)OC(C)(C)C)CN1C=NC2=CC=C(C=C2C1=O)O